ClC=1C=C(CN(C(O)=O)[C@H](C(=O)NC(CC2C(NC3(C2)CCN(CC3)C(C)=O)=O)CO)CC(C)C)C=CC1.C(C=C)N(S(=O)(=O)C1=CC=C(C)C=C1)CC=C N,N-diallyl-p-toluenesulfonamide 3-Chlorobenzyl-((2S)-1-((1-(8-acetyl-2-oxo-1,8-diazaspiro[4.5]decan-3-yl)-3-hydroxypropan-2-yl)amino)-4-methyl-1-oxopentan-2-yl)carbamate